2-((R)-2-((4-amino-3-(2-fluoro-4-phenoxyphenyl)-1H-pyrazolo[3,4-d]pyrimidin-1-yl)methyl)pyrrolidine-1-carbonyl)-4-(ethylamino)-4-methylpent-2-enenitrile NC1=C2C(=NC=N1)N(N=C2C2=C(C=C(C=C2)OC2=CC=CC=C2)F)C[C@@H]2N(CCC2)C(=O)C(C#N)=CC(C)(C)NCC